6-Chloro-4-((3-(5-(dicyclopropylphosphoryl)-1H-pyrazol-3-yl)-2-methoxyphenyl)amino)pyridazine-3-carboxamide ClC1=CC(=C(N=N1)C(=O)N)NC1=C(C(=CC=C1)C1=NNC(=C1)P(=O)(C1CC1)C1CC1)OC